(N-morpholinyl)-1,2,4-triazin-5(4H)-one N1(CCOCC1)C1=NN=CC(N1)=O